C1(CC1)NC(=O)N1CCC2(CC1)CN(C1=CC=CC=C12)S(=O)(=O)C1=CC=C(C=C1)C(F)F N-cyclopropyl-1-[4-(difluoromethyl)benzenesulfonyl]-1,2-dihydrospiro[indole-3,4'-piperidine]-1'-carboxamide